Diethyl (2-(4-(trifluoromethyl)phenyl)acetyl)-L-valyl-D-glutamate FC(C1=CC=C(C=C1)CC(=O)N[C@@H](C(C)C)C(=O)N[C@H](CCC(=O)OCC)C(=O)OCC)(F)F